C[C@@]12[C@@](CNC1)(CN(C2)C2=NC(=NC=C2OC)NC=2C=NN(C2)C)C 4-((3aR,6aS)-3a,6a-Dimethylhexahydropyrrolo[3,4-c]pyrrol-2(1H)-yl)-5-methoxy-N-(1-methyl-1H-pyrazol-4-yl)pyrimidin-2-amine